C(#N)C1=C(OC=2C=C3C(N(C=NC3=CC2)C=2C=CC(=NC2)N2CCN(CC2)C(=O)OC(C)(C)C)=O)C(=CC=C1NS(=O)(=O)N1C[C@@H](CC1)F)F tert-butyl 4-{5-[6-(2-cyano-6-fluoro-3-{[(3R)-3-fluoropyrrolidin-1-ylsulfonyl]amino}phenoxy)-4-oxoquinazolin-3-yl]pyridin-2-yl}piperazine-1-carboxylate